BrC=1C=CC(=NC1)NC(OC(C)(C)C)=O tert-Butyl 5-bromopyridin-2-ylcarbamate